C(C)(C)(C)OC(=O)N1C(CC(CC1)C1=C(C(=CC=C1OC)Cl)Cl)C(=O)N1CCOCC1 4-(2,3-dichloro-6-methoxyphenyl)-2-(morpholine-4-carbonyl)piperidine-1-carboxylic acid tert-butyl ester